[Ni].N1=C(C=CC=C1)C(CN(C)C)N(C)C pyridyl-tetramethyl-ethylenediamine nickel